tert-Butyl 2-[1-[6-methyl-2-(2-methyl-3-oxazol-2-yl-imidazo[1,2-a]pyridin-7-yl)-4-oxo-chromen-8-yl]ethylamino]benzoate CC=1C=C2C(C=C(OC2=C(C1)C(C)NC1=C(C(=O)OC(C)(C)C)C=CC=C1)C1=CC=2N(C=C1)C(=C(N2)C)C=2OC=CN2)=O